COC1=C(C=CC(=C1)CCC)\C=C(/C)\[N+](=O)[O-] 2-methoxy-1-[(E)-2-nitroprop-1-en-1-yl]-4-propylbenzene